C(C)S(=O)CCCCCCCCN=C=S 1-(ethylsulfinyl)-8-isothiocyanatooctane